C(C)OC(=O)C1=C(C2=C(CC(C3=CN(N=C23)CC=2C=NC(=CC2)C)C)O1)C(F)(F)F 4-Methyl-2-[(6-methylpyridin-3-yl)methyl]-8-(trifluoromethyl)-4,5-dihydro-2H-furo[2,3-g]indazole-7-carboxylic acid ethyl ester